C(=O)(O)C(CN1C(=NC2=C1C=C(C=C2)C(=O)O)CC2=C(C=C(C=C2)C2=NC(=CC=C2)OCC2=C(C=C(C=C2)C#N)F)F)OC (2-carboxy-2-methoxyethyl)-2-(4-(6-((4-cyano-2-fluorobenzyl)oxy)pyridin-2-yl)-2-fluorobenzyl)-1H-benzo[d]imidazole-6-carboxylic acid